2-phenyl-3,5-dimethylolimidazole C1(=CC=CC=C1)C1=NC(=CN1CO)CO